FC1=C(C(=CC=C1)F)C1=CC(=C(N=N1)C(=O)[O-])NC1=CC=C(C=C1)S(=O)C 6-(2,6-difluorophenyl)-4-((4-(methylsulfinyl)phenyl)amino)pyridazine-3-carboxylate